BrC1=CC(=CC=2N1N=C(C2)\C=N\[S@](=O)C(C)(C)C)C2CC2 (R,E)-N-((7-bromo-5-cyclopropylpyrazolo[1,5-a]pyridin-2-yl)methylene)-2-methylpropane-2-sulfinamide